(12E)-1-oxacyclohexadec-12-en-2-one O1C(CCCCCCCCC\C=C\CCC1)=O